4-chloro-N-{1-[5-(cyclopropanecarbonyl)-5,6,7,8-tetrahydro-1,5-naphthyridin-2-yl]cyclobutyl}benzamide ClC1=CC=C(C(=O)NC2(CCC2)C2=NC=3CCCN(C3C=C2)C(=O)C2CC2)C=C1